GUAIACOL ISOBUTYRATE C(C(C)C)(=O)OC=1C(=CC=CC1)OC